ClC=1C(=NN(C1CC1N(C(C2=CC=CC=C12)=O)CC1CC2(C1)OC(NC2)=O)C)C2CN(C2)C 2-((1-((4-chloro-1-methyl-3-(1-methylazetidin-3-yl)-1H-pyrazol-5-yl)methyl)-3-oxoisoindolin-2-yl)methyl)-5-oxa-7-azaspiro[3.4]octan-6-one